CNCCN1N=C(C=C1)NC1C(NC(CC1)=O)=O 3-[[1-[2-(methylamino)ethyl]pyrazol-3-yl]amino]piperidine-2,6-dione